C1C2=C(OC1)C=CC=1CCC(C12)C(C)N (1,6,7,8-tetrahydro-2H-indeno[5,4-b]furan-8-yl)ethanamine